Cl.NC1=CC=C(C=C1)C(=O)C1=CC=C(C=C1)C1=CC=C(C=C1)F (4-aminophenyl)(4'-fluoro-[1,1'-biphenyl]-4-yl)methanone hydrochloride